4,8-diamino-2,4-dihydroxyanthraquinone NC1(CC(=CC=2C(C3=C(C=CC=C3C(C12)=O)N)=O)O)O